C(CCCCCCCCCCCCC)(=O)OC[C@@H](OC(CCCCCCCCCCCCCC)=O)COP(=O)([O-])OCC[N+](C)(C)C 1-tetradecanoyl-2-pentadecanoyl-sn-glycero-3-phosphocholine